ClCCN1N=CC=C1 1-(2-chloroethyl)-1H-pyrazole